NC(CCO)(C)C 3-amino-3-methylbutan-1-ol